4-methacryloxy-4'-methoxy-α-methylbenzhydrol C(C(=C)C)(=O)OC1=CC=C(C(C2=CC=C(C=C2)OC)(O)C)C=C1